tert-butyl N-[(S)-1-(methylcarbamoyl)ethyl]carbamate CNC(=O)[C@H](C)NC(OC(C)(C)C)=O